ClC1=CC2=C(C=N1)C(=NN2)N2CC1NC(C2)C1 3-(6-chloro-1H-pyrazolo[4,3-C]pyridin-3-yl)-3,6-diazabicyclo[3.1.1]heptane